diphenyl-p-isobutylphenyl-sulfonium C1(=CC=CC=C1)[S+](C1=CC=C(C=C1)CC(C)C)C1=CC=CC=C1